octene perchlorate Cl(=O)(=O)(=O)O.C=CCCCCCC